N1(C=NC=C1)C1=NC=CC(=N1)C(=O)NC1=C(C=CC=C1)C 2-(1H-imidazol-1-yl)-N-(o-tolyl)pyrimidine-4-carboxamide